2-(dimethylamino)quinazoline-4-thiol CN(C1=NC2=CC=CC=C2C(=N1)S)C